C1(CC1)C1=CC=C(C=N1)C1=CC2=C(N=CN(C2=O)C[C@@H](C(F)(F)F)O)C(=N1)C=1C=NN(C1)C (S)-6-(6-cyclopropylpyridin-3-yl)-8-(1-methyl-1H-pyrazol-4-yl)-3-(3,3,3-trifluoro-2-hydroxypropyl)pyrido[3,4-d]pyrimidin-4(3H)-one